FC([C@H](O)C=1C=NC(=CC1)N1N(NC=C1)C)(F)F (R)-2,2,2-trifluoro-1-[6-(2-methyl-2H-1,2,3-triazol-3-yl)pyridine-3-yl]ethanol